C(#N)CCC=1N=C(NC1)C1=C(C=CC=C1)C#N 2-cyanoethyl-2-cyanophenyl-imidazole